C(C)(C)(C)OC(NC[C@H](C)C1=CC(=CC=C1)N)=O (R)-(2-(3-aminophenyl)propyl)carbamic acid tert-butyl ester